1-cyano-4-(2-(methylsulfonyl)vinyl)benzene C(#N)C1=CC=C(C=C1)C=CS(=O)(=O)C